O-methyl-cytidine CO[C@H]1[C@@H](O[C@@H]([C@H]1O)CO)N1C(=O)N=C(N)C=C1